(S)-N-(1-(2,4-dichlorophenyl)-2-hydroxyethyl)-3-fluoro-N-(pyridin-3-ylmethyl)benzamide ClC1=C(C=CC(=C1)Cl)[C@@H](CO)N(C(C1=CC(=CC=C1)F)=O)CC=1C=NC=CC1